2-(6-bromo-2-pyridyl)-2-(1-methylpyrazol-4-yl)propan-1-amine BrC1=CC=CC(=N1)C(CN)(C)C=1C=NN(C1)C